[Cl-].C1(=CC(=C(C=C1)C)C)PC1=CC=CC=C1 (3,4-xylyl)phenyl-phosphine chloride